C(C)NC(CC)CCCC 3-(N-ethylamino)heptane